O1COC2=C1C=CC(=C2)C2=C(C=CC=C2Cl)C2=CC=C1CCC(C1=C2)C(=O)O 6-(2-(benzo[d][1,3]dioxol-5-yl)-3-chlorophenyl)-2,3-dihydro-1H-indene-1-carboxylic acid